C(C=C)(=O)N1CC2(C1)CN(CC2)C2=NC(=NC(=C2C#N)C2=C1C=NNC1=CC=C2C)N2C=NC=C2 4-(2-acryloyl-2,6-diazaspiro[3.4]octan-6-yl)-2-(1H-imidazol-1-yl)-6-(5-methyl-1H-indazol-4-yl)pyrimidine-5-carbonitrile